tert-Butyl 5-[2-(2-oxoethoxy)ethoxy]-3,4-dihydroisoquinoline-2(1H)-carboxylate O=CCOCCOC1=C2CCN(CC2=CC=C1)C(=O)OC(C)(C)C